N(=C=O)SCC1SCC(SC1)CSN=C=O 2,5-diisocyanatothiomethyl-1,4-dithiane